1-(3-((1-(tert-butoxycarbonyl)cyclopropyl)methyl)phenyl)-6-(trifluoromethoxy)-1H-indole-2-carboxylic acid C(C)(C)(C)OC(=O)C1(CC1)CC=1C=C(C=CC1)N1C(=CC2=CC=C(C=C12)OC(F)(F)F)C(=O)O